NC1CC(N(C1)C1=NC=C(C=C1)S(=O)(=O)N1CCN(CC1)C1=NC(=CC(=C1)C(F)(F)F)Cl)=O 4-Amino-1-[5-[4-[6-chloro-4-(trifluoromethyl)-2-pyridyl]piperazin-1-yl]sulfonyl-2-pyridyl]pyrrolidin-2-one